3-[4-[3-(2-methoxy-4-pyridyl)-1H-pyrazol-4-yl]phenyl]benzenesulfonamide COC1=NC=CC(=C1)C1=NNC=C1C1=CC=C(C=C1)C=1C=C(C=CC1)S(=O)(=O)N